[Sb]=O.[Mo] molybdenum antimony oxide